[Zn].[Pt].[Au].[Cu].[Ag].[Pd] palladium-silver copper gold platinum zinc